fluorenyl acrylate C(C=C)(=O)OC1=CC=CC=2C3=CC=CC=C3CC12